ClCC1=NC=2C(=NC(=CC2)C(=O)OC)N1C[C@@H](O)CC methyl (S)-2-(chloromethyl)-3-(oxabutane-2-ylmethyl)-3H-imidazo[4,5-b]pyridine-5-carboxylate